3,5-dimethylpyrazole-1-carbonyl-(methyldimethoxysilylpropyl)amine CC1=NN(C(=C1)C)C(=O)NCCC[Si](OC)(OC)C